C(C(C)(C)C)(=O)OCN1C=CC2=C1N=CN=C2C=2C=NN(C2)\C(=C\C#N)\C2CCCC2 (E)-(4-(1-(2-cyano-1-cyclopentylvinyl)-1H-pyrazol-4-yl)-7H-pyrrolo[2,3-d]pyrimidin-7-yl)methyl pivalate